4-(1,2,3,6-tetrahydropyridin-4-yl)benzamide N1CCC(=CC1)C1=CC=C(C(=O)N)C=C1